adenosine-3'-phosphate P(=O)(O)(O)O[C@H]1[C@H]([C@@H](O[C@@H]1CO)N1C=NC=2C(N)=NC=NC12)O